2-[3-(trifluoromethyl)phenyl]pyrrolidin FC(C=1C=C(C=CC1)C1NCCC1)(F)F